tert-butyl (2-(4-((2,6-dioxopiperidin-3-yl)carbamoyl)-1-oxoisoindolin-2-yl)ethyl)carbamate O=C1NC(CCC1NC(=O)C1=C2CN(C(C2=CC=C1)=O)CCNC(OC(C)(C)C)=O)=O